CC1=NOC(=C1)C(=O)NC1CCC2=CC(=CC=C12)C1=NOC(=N1)C 3-methyl-N-(5-(5-methyl-1,2,4-oxadiazol-3-yl)-2,3-dihydro-1H-inden-1-yl)isoxazole-5-carboxamide